N,N,N-trimethyl-(4-dodecyl)phenylammonium chloride [Cl-].C[N+](C)(C)C1=C(C=CC=C1)C(CCC)CCCCCCCC